C(C)(=O)C=1C=C(C=CC1)NS(=O)(=O)CCC(=O)O 3-[(3-ACETYLPHENYL)SULFAMOYL]PROPANOIC ACID